ClC=1C=C(C=CC1C(F)(F)F)NC=1N(C2=NC(=NC=C2N1)NC(C)C)C1CCNCC1 N8-(3-chloro-4-(trifluoromethyl)phenyl)-N2-isopropyl-9-(piperidin-4-yl)-9H-purine-2,8-diamine